(2S,4R)-1-[(2S)-2-azanyl-3,3-dimethyl-butanoyl]-N-[[4-(4-methyl-1,3-thiazol-5-yl)phenyl]methyl]-4-oxidanyl-pyrrolidine-2-carboxamide N[C@H](C(=O)N1[C@@H](C[C@H](C1)O)C(=O)NCC1=CC=C(C=C1)C1=C(N=CS1)C)C(C)(C)C